CC(CC)NC1=CC=C(C=C1)N N'-1-methylpropyl-1,4-phenylenediamine